ClC=1C=C(C=CC1)[C@@H](N)C1CCCC1 (S)-(3-chlorophenyl)(cyclopentyl)methanamine